C(C)(C)C1=CC2=C(SC=C2C)C=C1 5-isopropyl-3-methylbenzo[b]thiophene